FC1=CC(=C(C=C1)C1=NN2C(=NC=3C=CC=CC3C2=N1)N[C@H]1C(NCCCC1)=O)OC(F)(F)F (3R)-3-({2-[4-fluoro-2-(trifluoromethoxy)phenyl][1,2,4]triazolo[1,5-c]quinazolin-5-yl}amino)azepan-2-one